CC1=NOC(=C1C1=C(C=C2C3=C(NC2=C1)N=CN=C3NCCCCCC(=O)NO)OC)C 6-((7-(3,5-Dimethylisoxazol-4-yl)-6-methoxy-9H-pyrimido[4,5-b]indol-4-yl)amino)-N-hydroxyhexanamide